4-(1-ethyl-1,8-diazaspiro[5.5]undecan-8-yl)-1H-pyrrolo[2,3-b]pyridine-3-carbonitrile C(C)N1CCCCC12CN(CCC2)C2=C1C(=NC=C2)NC=C1C#N